1-(3-(4-hydroxy-3-methoxyphenyl)acryloyl)indoline-2-carboxylic acid methyl ester COC(=O)C1N(C2=CC=CC=C2C1)C(C=CC1=CC(=C(C=C1)O)OC)=O